1-(4-ethylphenyl)-1-pentanone C(C)C1=CC=C(C=C1)C(CCCC)=O